OC1=CC=C(C=C1)CCC(=O)C1=C(C=C(C=C1)OC)OC1OC(C(C(C1O)O)O)CO 3-(4-hydroxyphenyl)-1-[4-methoxy-2-[3,4,5-trihydroxy-6-(hydroxymethyl)oxan-2-yl]oxyphenyl]propan-1-one